C(C)(C)[N-]C(C)C.C(C)(C)[N-]C(C)C.C(C)(C)[N-]C(C)C.C(C)(C)[N-]C(C)C.[Ce+4] cerium tetrakis(diisopropylamide)